2,3,4-trihydroxynaphthacene OC1=CC2=CC3=CC4=CC=CC=C4C=C3C=C2C(=C1O)O